O=C1OCCC1NC(CCCC[Si](O[Si](C)(C)C)(C)C)=O N-(2-oxotetrahydrofuran-3-yl)-5-(1,1,3,3,3-pentamethyldisiloxaneyl)pentanamide